NC1(CC(C1)C(=O)OC(C)(C)C)CO tert-Butyl (1s,3s)-3-amino-3-(hydroxymethyl)cyclobutane-1-carboxylate